6-(4-Chlorophenyl)-3-(1-hydroxy-prop-2-yl)-8-(1-methyl-1H-pyrazol-4-yl)pyrido[3,4-d]pyrimidin-4(3H)-one ClC1=CC=C(C=C1)C1=CC2=C(N=CN(C2=O)C(CO)C)C(=N1)C=1C=NN(C1)C